CS(=O)(=O)C=1C(=NC=CC1)NC1=C(C=NC(=C1)NC(C)=O)C1=NC=CC=C1 N-(4'-((3-(methylsulfonyl)pyridin-2-yl)amino)-[2,3'-bipyridin]-6'-yl)acetamide